tert-butyl 4-(7-bromo-6-chloro-8-cyclopropoxy-2-(4-(dimethylamino)piperidin-1-yl) quinazolin-4-yl)piperazin-1-carboxylate BrC1=C(C=C2C(=NC(=NC2=C1OC1CC1)N1CCC(CC1)N(C)C)N1CCN(CC1)C(=O)OC(C)(C)C)Cl